N-[(4-{[(4-cyclopropylmorpholin-2-yl)methyl]amino}-3-nitrophenyl)sulfonyl]-2-(1H-pyrrolo[2,3-b]pyridin-5-yloxy)benzamide C1(CC1)N1CC(OCC1)CNC1=C(C=C(C=C1)S(=O)(=O)NC(C1=C(C=CC=C1)OC=1C=C2C(=NC1)NC=C2)=O)[N+](=O)[O-]